4-chloro-5-((3,3-difluoro-1-methylpiperidin-4-yl)oxy)-6-isopropoxyquinazoline ClC1=NC=NC2=CC=C(C(=C12)OC1C(CN(CC1)C)(F)F)OC(C)C